C1CC12N(CCOC2)CCNC(C2=CN=C(C(=C2)NC2=NN(C1=NC(=NC=C12)NC=1C=NC=NC1)C)C)=O N-(2-(7-oxa-4-azaspiro[2.5]octan-4-yl)ethyl)-6-methyl-5-((1-methyl-6-(pyrimidin-5-ylamino)-1H-pyrazolo[3,4-d]pyrimidin-3-yl)amino)nicotinamide